C1C[C@H](N(C1)C(=O)[C@H](CC2=CC=C(C=C2)O)N)C(=O)O The molecule is a dipeptide obtained by formal condensation of the carboxy group of L-tyrosine with the amino group of L-proline. It derives from a L-tyrosine and a L-proline.